2-[5-bromo-2-(2,2-difluorocyclopropyl)pyrazol-3-yl]-6-chloro-8-methyl-3,1-benzoxazin-4-one BrC=1C=C(N(N1)C1C(C1)(F)F)C1=NC2=C(C(O1)=O)C=C(C=C2C)Cl